6-(1,3-benzoxazol-2-yl)-2-({bicyclo[1.1.1]pentan-1-yl(phenyl)methyl}(methyl)amino)-5-hydroxy-3-methylpyrimidin-4-one O1C(=NC2=C1C=CC=C2)C2=C(C(N(C(=N2)N(C)C(C2=CC=CC=C2)C21CC(C2)C1)C)=O)O